catecholOne C=1(O)C(O)C(C=CC1)=O